4,6-dioxacyclohexane C1CCOCO1